C1(CC1)N1N=C(N=C1C1CCOCC1)C=1C=C(C=NC1)[C@@](O)(C1=CC=C(C=C1)C(C)C)C1(CN(C1)C(C)C)C (R)-{5-[1-cyclopropyl-5-(tetrahydro-pyran-4-yl)-1H-[1,2,4]triazol-3-yl]-pyridin-3-yl}-(1-isopropyl-3-methyl-azetidin-3-yl)-(4-isopropyl-phenyl)-methanol